1-(4-((tert-butoxycarbonyl)amino)butyl)-2-(ethoxymethyl)-1H-imidazole C(C)(C)(C)OC(=O)NCCCCN1C(=NC=C1)COCC